ClC1=CC2=C(N=N1)N(CC2)C21CCC(C2)(C1)O 4-(3-chloro-5,6-dihydro-7H-pyrrolo[2,3-c]pyridazin-7-yl)bicyclo[2.1.1]hexan-1-ol